BrC1=C(C=CC=C1)NC(=O)NC1=CC=C(C=2NN=NC21)C#N 1-(2-bromophenyl)-3-(7-cyano-1H-benzo[d][1,2,3]triazol-4-yl)urea